methyl 6-(6,8-dioxo-2,7-diazaspiro[4.5]decan-2-yl)picolinate O=C1C2(CCN(C2)C2=CC=CC(=N2)C(=O)OC)CCC(N1)=O